COC(C1CC(CCC1)S(=O)(=O)N1CCC(CC1)N)OC 1-((3-(dimethoxymethyl)cyclohexyl)sulfonyl)piperidin-4-amine